1,2-bis(trifluoromethyl)ethene FC(C=CC(F)(F)F)(F)F